C1(=CC=CC=C1)C1=C(C(=NN=N1)C1=C2C(=CC(=C1C1=CC=CC=3OC4=C(C31)C=CC=C4)C4=CC=CC=C4)N=C4C=CC3=C1C=CC=CC1=NC3=C42)C4=C(C=CC=C4)C=4C(=CC=CC4)C4=CC=CC=C4 (Phenyl)(terphenylyl)[phenyl(dibenzofuranyl)indolocarbazolyl]triazine